(12AS)-10-chloro-9-(5-methyl-1H-indazol-4-yl)-1,2,3,4,12,12a-hexahydro-6H-benzo[f]pyrazino[2,1-c][1,4]oxazepin-6-one ClC1=C(C=CC=2C(N3[C@H](COC21)CNCC3)=O)C3=C2C=NNC2=CC=C3C